bis((2,3-dimethylbutan-2-yl)cyclopentadienyl)zirconium dichloride [Cl-].[Cl-].CC(C)(C(C)C)C1(C=CC=C1)[Zr+2]C1(C=CC=C1)C(C)(C(C)C)C